(R)-1-(3-(difluoromethoxy)phenyl)-3-hydroxy-3-methyl-N-(3-methyl-1,1-dioxathiolan-3-yl)-2-oxoindoline-5-carboxamide FC(OC=1C=C(C=CC1)N1C([C@](C2=CC(=CC=C12)C(=O)NC1(SOCC1)C)(C)O)=O)F